S(=O)(=O)(C=1C=CC(=C(C1)C1=C(C(=O)N)C=CC(=C1COC)N)O)C=1C=CC(=C(C1)C1=C(C(=O)N)C=CC(=C1COC)N)O N'-(sulfonylbis(2-hydroxy-5,1-phenylene))bis(4-amino-3-(methoxymethyl)benzamide)